FC(C=1C=CC(=NC1)N1CCN(CC1)C(=O)C1CN(C1)C(=O)OC(C)(C)C)(F)F tert-butyl 3-(4-(5-(trifluoromethyl)pyridin-2-yl)piperazine-1-carbonyl)azetidine-1-carboxylate